N-benzyl-2-(4-(4-(((2-oxo-2H-chromen-4-yl)oxy)methyl)-1H-1,2,3-triazol-1-yl)phenyl)acetamide C(C1=CC=CC=C1)NC(CC1=CC=C(C=C1)N1N=NC(=C1)COC1=CC(OC2=CC=CC=C12)=O)=O